C(C)C=1C=CC=C2C=C(C=C(C12)C1=C(C=2N=C(N=C(C2C=N1)N1C[C@H]2CC[C@@H](C1)N2C(=O)OC(C)(C)C)OCC=O)F)OCOC tert-butyl (1R,5S)-3-(7-(8-ethyl-3-(methoxymethoxy)naphthalen-1-yl)-8-fluoro-2-(2-oxoethoxy)pyrido[4,3-d]pyrimidin-4-yl)-3,8-diazabicyclo[3.2.1]octane-8-carboxylate